C(C1=CC=CC=C1)NC(C1=CC=C(C=C1)NC1=NC=C(C(=N1)NCC=1C(=NC=CC1)N(S(=O)(=O)C)C)C(F)(F)F)=O N-benzyl-4-({4-[({2-[methyl(methylsulfonyl)amino]pyridin-3-yl}methyl)amino]-5-(trifluoromethyl)pyrimidin-2-yl}amino)benzamide